N,N-dimethyl-N-ethyl-N-nonylammonium bis(trifluoromethanesulfonyl)imide salt [N-](S(=O)(=O)C(F)(F)F)S(=O)(=O)C(F)(F)F.C[N+](CCCCCCCCC)(CC)C